Cl.N[C@@H]1CN(CCC1)C1=C(C=NC(=C1)NC1=NC(=NC=C1)C1=C(C=CC=C1OC)F)C1=CC=2OCC(NC2N=C1)=O (S)-7-(4-(3-aminopiperidin-1-yl)-6-((2-(2-fluoro-6-methoxyphenyl)pyrimidin-4-yl)amino)pyridin-3-yl)-2H-pyrido[3,2-b][1,4]oxazin-3(4H)-one hydrochloride